[K].ON=C(C(=O)OCC)C#N Ethyl (hydroxyimino)cyanoacetate, potassium salt